COC1=C(C=CC(=C1)C1=CN=NN1C)NC=1N=CC2=C(N1)C(=NC(=C2)C)N2CC1(C2)CCOCC1 N-(2-methoxy-4-(1-methyl-1H-1,2,3-triazol-5-yl)phenyl)-6-methyl-8-(7-oxa-2-azaspiro[3.5]nonan-2-yl)pyrido[3,4-d]pyrimidin-2-amine